Cl.NC\C=C(\CN1N=NC2=C1C=C(C=C2C2=CC(=CC=C2)S(=O)(=O)N2CC(CC2)(F)F)C(=O)N2CCCC2)/F (Z)-(1-(4-amino-2-fluorobut-2-en-1-yl)-4-(3-((3,3-difluoropyrrolidin-1-yl)sulfonyl)phenyl)-1H-benzo[d][1,2,3]triazol-6-yl)(pyrrolidin-1-yl)methanone hydrochloride